O\N=C/1\CCC=2C=C(C=C(C2C1=O)NC(C)=O)OC (Z)-N-(7-(hydroxyimino)-3-methoxy-8-oxo-5,6,7,8-tetrahydronaphthalen-1-yl)acetamide